8-methyl-N-(propan-2-yl)-1-[trans-4-(pyridin-2-yloxy)cyclohexyl]-5,6-dihydro-4H-[1,2,4]triazolo[4,3-a][1]benzazepin-5-amine CC=1C=CC2=C(CC(CC=3N2C(=NN3)[C@@H]3CC[C@H](CC3)OC3=NC=CC=C3)NC(C)C)C1